6-bromo-5-methyl-3,4-dihydro-2H-pyranol BrC1=C(CCC(O1)O)C